CC(CC(C(C(C(=O)[O-])(CC(C(CC)C)(C)C)CC(C(CC)C)(C)C)(O)C(=O)[O-])C(=O)[O-])(C(CC)C)C Tri(2,2,3-trimethyl-1-pentyl)citrat